ClC=1C(=NC=CC1)N1CCOCC1 3-chloro-2-morpholinopyridine